((1,1-dioxidotetrahydrothiophen-3-yl)methyl)-4-((1-methylcyclopropyl)amino)-6-(1H-pyrazol-4-yl)quinoline-3-carboxamide O=S1(CC(CC1)CC1=NC2=CC=C(C=C2C(=C1C(=O)N)NC1(CC1)C)C=1C=NNC1)=O